4-nitro-3-aminobenzaldehyde [N+](=O)([O-])C1=C(C=C(C=O)C=C1)N